zinc 2,3-dihydroxysuccinate OC(C(=O)[O-])C(C(=O)[O-])O.[Zn+2]